(2R)-4,4-difluoro-2-(hydroxymethyl)pyrrolidine trifluoroacetate salt FC(C(=O)O)(F)F.FC1(C[C@@H](NC1)CO)F